ethyl (E)-4-{[4-(3-chloro-10,11-dihydro-dibenzo[b,f]azepin-5-yl)butyl]-ethyl-amino}but-2-enoate maleate C(\C=C/C(=O)O)(=O)O.ClC=1C=CC2=C(N(C3=C(CC2)C=CC=C3)CCCCN(C/C=C/C(=O)OCC)CC)C1